(5s)-7-(7-(8-Ethyl-7-fluoro-3-hydroxynaphthalen-1-yl)-6,8-difluoro-2-(((2S,4R)-4-fluoro-1-methylpyrrolidin-2-yl)methoxy)quinazolin-4-yl)-1-oxa-3,7-diazaspiro[4.5]decan-2-one C(C)C=1C(=CC=C2C=C(C=C(C12)C1=C(C=C2C(=NC(=NC2=C1F)OC[C@H]1N(C[C@@H](C1)F)C)N1C[C@@]2(CNC(O2)=O)CCC1)F)O)F